N-(5-(((1r,4r)-4-((tert-butyldimethylsilyl)oxy)cyclohexyl)methoxy)-1,3,4-thiadiazol-2-yl)-4-(2-fluoro-6-methoxyphenyl)-6-methylnicotinamide [Si](C)(C)(C(C)(C)C)OC1CCC(CC1)COC1=NN=C(S1)NC(C1=CN=C(C=C1C1=C(C=CC=C1OC)F)C)=O